4-{[3-(4-{[(3S,4R)-3-fluoro-1-methyl-piperidin-4-yl]-amino}-1-(2,2,2-trifluoroethyl)-1H-indol-2-yl)prop-2-yn-1-yl]amino}-3-meth-oxy-N-methylbenzamide F[C@H]1CN(CC[C@H]1NC1=C2C=C(N(C2=CC=C1)CC(F)(F)F)C#CCNC1=C(C=C(C(=O)NC)C=C1)OC)C